C(C)SC1=NC(=CC(=C1C(=O)NCCCC1(CC1)C)C)N1CCOCC1 2-Ethylsulfanyl-4-methyl-N-[3-(1-methyl-cyclopropyl)-propyl]-6-morpholin-4-yl-pyridine-3-carboxylic acid amide